methyl 3-(((2R,3S)-3-hydroxyl-4-oxo-1-phenyl-4-((pyridin-2-ylmethyl)amino)butan-2-yl)amino)-2,2-dimethyl-3-oxopropionate O[C@@H]([C@@H](CC1=CC=CC=C1)NC(C(C(=O)OC)(C)C)=O)C(NCC1=NC=CC=C1)=O